ClC=1C=CC(=C(C(=O)N[C@H](C(C(=O)NC)=O)C[C@H]2C(N[C@@H](C2)C)=O)C1)NC(C(C(F)(F)F)C)=O 5-chloro-N-[(1S)-3-(methylamino)-1-[[(3S,5R)-5-methyl-2-oxo-pyrrolidin-3-yl]methyl]-2,3-dioxo-propyl]-2-[(3,3,3-trifluoro-2-methyl-propanoyl)amino]benzamide